8-(4-methoxybicyclo[2.2.1]heptan-1-yl)-5-methyl-2-((6-methylbenzo[d][1,3]dioxol-5-yl)amino)-7,8-dihydropteridin-6(5H)-one COC12CCC(CC1)(C2)N2CC(N(C=1C=NC(=NC21)NC2=CC1=C(OCO1)C=C2C)C)=O